CN1CCN(CCC1)C(=O)C1=CC(=NC(=C1)C1=CC(=CC=C1)[N+](=O)[O-])NC=1SC(=CN1)C (4-methyl-1,4-diazepan-1-yl)(2-((5-methylthiazol-2-yl)amino)-6-(3-nitrophenyl)pyridin-4-yl)methanone